[N-](S(=O)(=O)C(F)(F)C(F)(F)F)S(=O)(=O)C(F)(F)C(F)(F)F bis(perfluoroethylsulfonyl)imide